2-(2,5-diazabicyclo[2.2.1]heptan-2-yl)-5-((3-(4-(2-(4-methoxyphenyl)propan-2-yl)thiazol-2-yl)ureido)methyl)benzamide C12N(CC(NC1)C2)C2=C(C(=O)N)C=C(C=C2)CNC(=O)NC=2SC=C(N2)C(C)(C)C2=CC=C(C=C2)OC